FC1(CCN(CC1)C(=O)C=1C=C2C=CC(=C(C2=CC1)C=1C=C2C=CNC(C2=CC1)=O)F)F 6-[6-(4,4-difluoropiperidine-1-carbonyl)-2-fluoro-1-naphthyl]-2H-isoquinolin-1-one